C1(CCC1)N1N=CC(=C1C1CC1)NC(=O)C=1N=C(SC1)C=1C=NNC1 N-(1-cyclobutyl-5-cyclopropyl-1H-pyrazol-4-yl)-2-(1H-pyrazol-4-yl)-1,3-thiazole-4-carboxamide